(Z)-13-icosen-10-on CCCCCCCCCC(CC\C=C/CCCCCC)=O